6-bromo-3-methylcinnoline-4-carboxylic acid BrC=1C=C2C(=C(N=NC2=CC1)C)C(=O)O